C(#N)C=1C=C2C(C(=CN(C2=NC1N1CC2=NC=CC=C2C1)CC1CCC1)C(=O)O)=O 6-cyano-1-(cyclobutylmethyl)-4-oxo-7-{5H,6H,7H-pyrrolo[3,4-b]pyridin-6-yl}-1,4-dihydro-1,8-naphthyridine-3-carboxylic acid